N1CCCCC1 (S)-piperidin